(R)-4-((4-((3-((5-chloro-4-(1H-indol-3-yl)pyrimidin-2-yl)amino)pyrrolidin-1-yl)methyl)piperidin-1-yl)methyl)piperidine-1-carboxylic acid tert-butyl ester C(C)(C)(C)OC(=O)N1CCC(CC1)CN1CCC(CC1)CN1C[C@@H](CC1)NC1=NC=C(C(=N1)C1=CNC2=CC=CC=C12)Cl